3-[5-ethylsulfonyl-6-[1-oxo-6-(trifluoromethyl)-3H-pyrrolo[3,4-c]pyridin-2-yl]-2-pyridyl]oxazolidin-2-one C(C)S(=O)(=O)C=1C=CC(=NC1N1CC=2C=NC(=CC2C1=O)C(F)(F)F)N1C(OCC1)=O